[Si](C)(C)(C(C)(C)C)OC1=CC(=C(C=C1)N=C(N)C1=C(C=2N(N=C1)C=CC2)NC2C1CC3CC(CC2C3)(C1)O)CC N'-(4-(tert-butyl(dimethyl)silyl)oxy-2-ethyl-phenyl)-4-((5-hydroxy-2-adamantyl)amino)-pyrrolo[1,2-b]pyridazine-3-carboxamidine